(cis-4-((5-(3-(2,2-Difluoroethyl)-2-methyl-3H-imidazo[4,5-b]pyridin-5-yl)pyrrolo[2,1-f][1,2,4]triazin-2-yl)amino)cyclohexyl)methanol FC(CN1C(=NC=2C1=NC(=CC2)C=2C=CN1N=C(N=CC12)N[C@H]1CC[C@H](CC1)CO)C)F